tetraglycidyl-1,4-bis(3-aminophenoxy)benzene C(C1CO1)C1=C(C(=C(C(=C1OC1=CC(=CC=C1)N)CC1CO1)CC1CO1)OC1=CC(=CC=C1)N)CC1CO1